C(#N)C[C@H]1CN(CCN1C(C=C)=O)C1=CC(=NC(=N1)NCCN(C)C)C(=O)NC1=CC(=CC2=CC=CC=C12)O 6-[(3S)-3-(cyanomethyl)-4-prop-2-enoyl-piperazin-1-yl]-2-[2-(dimethylamino)ethylamino]-N-(3-hydroxy-1-naphthyl)pyrimidine-4-carboxamide